C(C(=C)C)(=O)OCCCCCCCCCCCCCCCCCCCCCCCCCCCC montanyl methacrylate